FC=1C=C(C=C(C1)F)C(CCCO)NC(=O)C1(CN(C1)C(=O)OC(C)(C)C)O tert-butyl 3-((1-(3,5-difluorophenyl)-4-hydroxybutyl) carbamoyl)-3-hydroxyazetidine-1-carboxylate